CC1=NC=C(C=C1)C1=NOC(=C1COC1=CC2=C(N=N1)CNCC2)C methyl-5-[5-methyl-4-({5H,6H,7H,8H-pyrido[3,4-c]pyridazin-3-yloxy}methyl)-1,2-oxazol-3-yl]pyridine